1,8-bis-maleimidodiethyleneglycol O=C1C=CC(=O)N1CCOCCOCCN1C(=O)C=CC1=O